tert-butyl (2s,5s)-4-(chlorocarbonyl)-2,5-dimethylpiperazine-1-carboxylate ClC(=O)N1C[C@@H](N(C[C@@H]1C)C(=O)OC(C)(C)C)C